NC1=C(N=CC(=N1)C=1C=C2C=CN(C(C2=C(C1F)F)=O)CCC[C@H](C)NC=1C=NNC(C1C(F)(F)F)=O)C(F)(F)F (S)-6-(6-amino-5-(trifluoromethyl)pyrazin-2-yl)-7,8-difluoro-2-(4-((6-oxo-5-(trifluoromethyl)-1,6-dihydropyridazin-4-yl)amino)pentyl)isoquinolin-1(2H)-one